2-bromo-5-cyano-N-(4-cyanobicyclo[2.2.2]oct-1-yl)benzamide BrC1=C(C(=O)NC23CCC(CC2)(CC3)C#N)C=C(C=C1)C#N